FC1=C(OC2=C3C(=NC=C2)N(C=C3C=3CCN(CC3)C(=O)OC(C)(C)C)COCC[Si](C)(C)C)C(=CC(=C1)[N+](=O)[O-])F tert-butyl 4-[4-(2,6-difluoro-4-nitrophenoxy)-1-{[2-(trimethylsilyl)ethoxy]methyl}-1H-pyrrolo[2,3-b]pyridin-3-yl]-3,6-dihydropyridine-1(2H)-carboxylate